tetramethyltetrakis(trifluoropropyl)cyclotetrasiloxane C[Si]1(O[Si](O[Si](O[Si](O1)(CCC(F)(F)F)C)(CCC(F)(F)F)C)(CCC(F)(F)F)C)CCC(F)(F)F